N[C@@H](CCC(=O)O)C(=O)NC glutamyl-methylamine